2-(3,8-diazabicyclo[3.2.1]octane-3-yl)-6-methyl-N-(5-methyl-1H-pyrazol-3-yl)pyrimidin-4-amine hydrochloride Cl.C12CN(CC(CC1)N2)C2=NC(=CC(=N2)NC2=NNC(=C2)C)C